CS(=O)(=O)C1=CC(=C(C=C1)NCC#CC=1N(C=2C=CC=C(C2C1)NC1CCC(CC1)N1CC2(C1)CCOCC2)CC(F)(F)F)OC 2-{3-[(4-methane-sulfonyl-2-methoxy-phenyl)amino]prop-1-yn-1-yl}-N-[(1S,4S)-4-{7-oxa-2-azaspiro[3.5]nonan-2-yl}cyclohexyl]-1-(2,2,2-trifluoro-ethyl)-1H-indol-4-amine